ClC=1C=C(C(=C(C1)O)C1=CC=C2C(=N1)N=C(O2)N[C@H]2CN(CCC2)C2CCC2)C 5-Chloro-2-[2-[[(3R)-1-cyclobutyl-3-piperidyl]amino]oxazolo[4,5-b]pyridin-5-yl]-3-methyl-phenol